5-bromo-3-((2-(3-((3-ethyl-1-methyl-1H-pyrazol-5-yl)methyl)pyridin-2-yl)-5-fluorobenzyl)oxy)-2-nitropyridine BrC=1C=C(C(=NC1)[N+](=O)[O-])OCC1=C(C=CC(=C1)F)C1=NC=CC=C1CC1=CC(=NN1C)CC